C(#N)C=1C(=NC(=C(C1CC)C#N)N1C[C@H](CC1)O)SC(C(=O)N)C1=CC=CC=C1 2-((3,5-Dicyano-4-ethyl-6-((S)-3-hydroxypyrrolidin-1-yl)pyridin-2-yl)thio)-2-phenylacetamid